1,4-bis(p-methylphenyl)-1,2-diallyl-1-buten-3-yne CC1=CC=C(C=C1)C(=C(C#CC1=CC=C(C=C1)C)CC=C)CC=C